FC(CN1N=CC=2C1=NC(=CN2)N2C[C@@H](C[C@@H](C2)C)COC=2C(=NC=CC2)C(F)(F)F)F 3-{[(3R,5S)-1-[1-(2,2-difluoroethyl)pyrazolo[3,4-b]pyrazin-6-yl]-5-methylpiperidin-3-yl]methoxy}-2-(trifluoromethyl)pyridine